FC1(CCC2(CC12)CN1N=C(C(=C1)C)C(C)(F)F)F 1-((4,4-difluorobicyclo[3.1.0]hexan-1-yl)methyl)-3-(1,1-difluoroethyl)-4-methyl-1H-pyrazole